ClC=1C(=C(CNC(CN(C(CN2N=C(C3=CC(=CC=C23)C#N)C(=O)N)=O)[C@@H](CO)C)=O)C=CC1)F (R)-1-(2-((2-((3-chloro-2-fluorobenzyl)amino)-2-oxoethyl)(1-hydroxypropan-2-yl)amino)-2-oxoethyl)-5-cyano-1H-indazole-3-carboxamide